C(C)(=O)[O-].[Cu+2].C(C)(=O)[O-] copper acetat